(4-amino-3-methyl-2-oxo-benzoimidazol-1-yl)piperidine-2,6-dione NC1=CC=CC=2N(C(N(C21)C)=O)N2C(CCCC2=O)=O